CN(C)CCCC[C@@H](C(=O)O)N N6,N6-dimethyl-L-lysine